CC=1C=CN2C1C(C=1C=CC=CC21)=O 1-methyl-9H-pyrrolo[1,2-a]indol-9-one